2-CHLORO-3-ETHOXY-6-FLUOROPHENYLBORONIC ACID ClC1=C(C(=CC=C1OCC)F)B(O)O